ClC=1C=C(C=CC1F)NC1=NC=NC2=CC(=C(C=C12)NC(C=CCN(C)C)=O)O[C@@H]1COCC1 4-[(3-chloro-4-fluorophenyl)amino]-6-{[4-(N,N-dimethylamino)-1-oxo-2-but-en-1-yl]amino}-7-((S)-tetrahydrofuran-3-yloxy)-quinazoline